NC=1N(C=2C3=C(C4=C(NC(C13)=O)N(N=C4)C(F)F)N=C(N2)C)C2=C(C(=CC=C2C)O)C 5-amino-8-(difluoromethyl)-4-(3-hydroxy-2,6-dimethylphenyl)-2-methyl-7,8-dihydro-1,3,4,7,8,9-Hexaazabenzo[cd]cyclopenta[f]azulene-6(4H)-one